CCCCC/C=C\\C/C=C\\C/C=C\\C/C=C\\CCCC(=O)NCC(=O)[O-] The molecule is conjugate base of N-arachidonoylglycine. It has a role as a human metabolite. It is a N-acylglycinate and a N-(fatty acyl)-glycine(1-). It is a conjugate base of a N-arachidonoylglycine.